C1(CC1)C1=CC(=C(OC=2C(=C(C=NC2)O)C)C=C1)F 5-(4-cyclopropyl-2-fluoro-phenoxy)-4-methyl-pyridin-3-ol